FC(C[C@H](C1=CC=NC=C1)N(C(=O)N[C@H]1COCC1(F)F)C)F 1-[(1R)-3,3-difluoro-1-(4-pyridyl)propyl]-3-[(3S)-4,4-difluorotetrahydrofuran-3-yl]-1-methyl-urea